[4-methoxy-7-(3-oxo-cyclopent-1-enyl)-thiazolo[4,5-c]pyridin-2-yl]-amid COC1=NC=C(C2=C1N=C(S2)[NH-])C2=CC(CC2)=O